CC1(CC(=CCC1)C=CC1=CC=C(C=C1)N(CCCN1C=CC=C1)C)C 5,5-dimethyl-3-(4-(methyl-(3-(pyrrol-1-yl)propyl)amino)styryl)cyclohex-2-en